di-(tert-butyl)(3-ethoxyphenyl)phosphonium tetrafluoroborate F[B-](F)(F)F.C(C)(C)(C)[PH+](C1=CC(=CC=C1)OCC)C(C)(C)C